ClC1=C(C=C(OCC(=O)NC(=O)C23CC(C2)(C3)C=3OC(=NN3)C3CNCCO3)C=C1)F 2-(4-Chloro-3-fluoro-phenoxy)-N-[1-(5-morpholin-2-yl-1,3,4-oxadiazol-2-yl)-3-bicyclo[1.1.1]pentanoyl]acetamide